CSSCCCCCCC heptyl methyl disulfide